(S)-N-(2-(Difluoromethyl)phenyl)-5-fluoro-4-(2-(2-hydroxypropan-2-yl)-1-methyl-1H-imidazol-4-yl)-2-((1,1,1-trifluoropropan-2-yl)oxy)benzamide FC(C1=C(C=CC=C1)NC(C1=C(C=C(C(=C1)F)C=1N=C(N(C1)C)C(C)(C)O)O[C@H](C(F)(F)F)C)=O)F